benzyl (R)-2-((tert-butoxycarbonyl)amino)-4-oxo-4-(piperidin-1-yl)butanoate C(C)(C)(C)OC(=O)N[C@@H](C(=O)OCC1=CC=CC=C1)CC(N1CCCCC1)=O